COC1=CC=2N(C=C1S(=O)(=O)C1(CCN(CC1)C(=O)OC(C)(C)C)C)C=CN2 tert-butyl 4-((7-methoxyimidazo[1,2-a]pyridin-6-yl)sulfonyl)-4-methylpiperidine-1-carboxylate